trifluoromethyl-N-(p-tolyl)acethydrazide FC(F)(F)CC(=O)N(N)C1=CC=C(C=C1)C